C(CC=C)OC=1C=2N(C=C(N1)C1=CC(=NC(=C1)C)C(C)NCC)C=CN2 1-(4-(8-(but-3-en-1-yloxy)imidazo[1,2-a]pyrazin-6-yl)-6-methylpyridin-2-yl)-N-ethylethan-1-amine